5-(piperazine-1-yl)pyridine-2-amine N1(CCNCC1)C=1C=CC(=NC1)N